(3-bromo-1-(2-((tetrahydro-2H-pyran-2-yl)oxy)ethyl)-1H-1,2,4-triazol-5-yl)(2-fluorophenyl)methanol BrC1=NN(C(=N1)C(O)C1=C(C=CC=C1)F)CCOC1OCCCC1